C1(CC1)C=1N(N=C2C(=CC(=CC12)C(F)(F)F)C(=O)N[C@@H](C)C=1N(N=CN1)C1=NC=NC(=C1)C(NC)=O)COC 3-cyclopropyl-2-(methoxymethyl)-N-[(1S)-1-[2-[6-(methylcarbamoyl)pyrimidin-4-yl]-1,2,4-triazol-3-yl]ethyl]-5-(trifluoromethyl)indazole-7-carboxamide